CN1C(=CC(C2=CC=CC=C12)=O)C(=O)Cl 1-methyl-4-quinolinone-2-carbonyl chloride